phosphine borate B(O)(O)O.P